6-Bromo-5-fluoro-1-methylindazol-3-amine BrC1=C(C=C2C(=NN(C2=C1)C)N)F